C(C)(C)(C)[C@@]1(C[C@H]2[C@]3(C(O[C@@H]4N(C([C@@H]([C@@]431)O)=O)C4=CC=C(C=C4)N4CCOCC4)=O)CC(O2)=O)O (3aS,5aS,8R,8aS,9R,10aS)-9-(tert-butyl)-8,9-dihydroxy-6-(4-morpholinophenyl)tetrahydro-4H,9H-furo[3'',2'':2',3']cyclopenta[1',2':3,4]furo[2,3-b]pyrrole-2,4,7(3H,8H)-trione